FC=1C=C(C=CC1NS(=O)(=O)N1CCCC1)C1=C2C(=NC(=C1)NC(=O)C1CC1)NC=C2 N-(4-(3-fluoro-4-(pyrrolidine-1-sulfonylamino)phenyl)-1H-pyrrolo[2,3-b]pyridin-6-yl)cyclopropylcarboxamide